C(CCCCCCCCCCCCC)OCCCO 3-tetradecoxypropan-1-ol